2-(4-bromo-1-methyl-1H-pyrazol-5-yl)-5-chloro-4-methylbenzonitrile BrC=1C=NN(C1C1=C(C#N)C=C(C(=C1)C)Cl)C